1-(2,4-difluorobenzyl)imidazolin-2-imine Hydrobromide Br.FC1=C(CN2C(NCC2)=N)C=CC(=C1)F